sodium monostearyl-succinamide C(CCCCCCCCCCCCCCCCC)C(C(=O)N)CC(=O)N.[Na]